2-amino-5-(4-((1S,5R)-3-(but-2-yn-1-yl)-3-azabicyclo[3.1.0]hex-1-yl)phenyl)-N-((1r,4S)-4-hydroxycyclohexyl)nicotinamide NC1=C(C(=O)NC2CCC(CC2)O)C=C(C=N1)C1=CC=C(C=C1)[C@]12CN(C[C@@H]2C1)CC#CC